C1(=CC(=CC=C1)CN1CC2C(C1)CN(C2)C(=O)N2N=C(C=C2)C(=O)O)C2=CC=CC=C2 1-(5-([1,1'-biphenyl]-3-ylmethyl)octahydropyrrolo[3,4-c]pyrrole-2-carbonyl)-1H-pyrazole-3-carboxylic acid